ClC=1C=CC(=C(C1)CN(C(=O)C1=C(OC=2N=CN=C(C21)NC2(CC2)C)C)C)OC N-[(5-chloro-2-methoxyphenyl)methyl]-N,6-dimethyl-4-[(1-methylcyclopropyl)amino]furo[2,3-d]pyrimidine-5-carboxamide